COC1=CC(=C(C(=O)O)C=C1)C=1SC=CN1 4-Methoxy-2-(thiazol-2-yl)benzoic acid